FC=1C(=NC=CC1)C=1N(C=CC1)C(=O)OC(C)(C)C tert-butyl 2-(3-fluoropyridin-2-yl)-1H-pyrrole-1-carboxylate